N=1C=NN2C1C=C(C=C2)N2CCC(CC2)CN2CCC1(CN(C1)C=1N=CN=NC1OC1=C(C(=O)N(C(C)C)CC)C=C(C=C1)F)CC2 2-((5-(7-((1-([1,2,4]triazolo[1,5-a]pyridin-7-yl)piperidin-4-yl)methyl)-2,7-diazaspiro[3.5]nonan-2-yl)-1,2,4-triazin-6-yl)oxy)-N-ethyl-5-fluoro-N-isopropylbenzamide